4-diphenylaminophenylboric acid C1(=CC=CC=C1)N(C1=CC=C(C=C1)OB(O)O)C1=CC=CC=C1